3-(5-((4-(3-fluoropyridin-4-yl)piperazin-1-yl)methyl)-1-oxoisoindolin-2-yl)piperidine-2,6-dione FC=1C=NC=CC1N1CCN(CC1)CC=1C=C2CN(C(C2=CC1)=O)C1C(NC(CC1)=O)=O